FC(C)(F)C=1C(=C(C=CC1)[C@@H](C)NC=1C2=C(N=C(N1)C)C=NC(=C2)C2(CCN(CC2)C(C)=O)F)F (R)-1-(4-(4-((1-(3-(1,1-difluoroethyl)-2-fluorophenyl)ethyl)amino)-2-methylpyridino[3,4-d]pyrimidin-6-yl)-4-fluoropiperidin-1-yl)ethan-1-one